2-(3-((S)-(4-methyl-4H-1,2,4-triazol-3-yl)((1s,3R)-3-(trifluoromethoxy)cyclobutyl)methyl)phenyl)-6-(((1-methylcyclobutyl)amino)methyl)-4-(trifluoromethyl)isoindolin-1-one CN1C(=NN=C1)[C@H](C=1C=C(C=CC1)N1C(C2=CC(=CC(=C2C1)C(F)(F)F)CNC1(CCC1)C)=O)C1CC(C1)OC(F)(F)F